Dihydrothiazolo[5,4-c]pyridine N1CSC=2C=NC=CC21